dodeca-8,10-dien CCCCCCCC=CC=CC